COC=1C=C(C=NC1)C1=CC(=NC=C1)C1=NNC(=N1)C 5-Methoxy-2'-(5-methyl-1H-1,2,4-triazol-3-yl)-3,4'-bipyridin